ClC=1C=CC=C2C=CC=C(C12)N1CC=2N=C(N=C(C2CC1)N1C[C@@H](N(CC1)C(=O)OC(C)(C)C)CC#N)OC[C@@H]1N(CCC1)C tert-butyl (2S)-4-[7-(8-chloro-1-naphthyl)-2-[[(2R)-1-methylpyrrolidin-2-yl]methoxy]-6,8-dihydro-5H-pyrido[3,4-d]pyrimidin-4-yl]2-(cyanomethyl)piperazine-1-carboxylate